ClC1=C(C=C(C=C1)C=1C(=NC=NC1C=1C=NN(C1)CC1=CC=C(C=C1)C(F)(F)F)N)OC 5-(4-chloro-3-methoxyphenyl)-6-(1-{[p-(trifluoromethyl)phenyl]methyl}-1H-pyrazol-4-yl)-4-pyrimidinylamine